O[C@H](C(=O)O)CC(=O)O (S)-hydroxybutanedioic acid